3-methyl-6,7-dihydrobenzofuran-4(5H)-one CC1=COC2=C1C(CCC2)=O